NC1=C2N=CN(C2=NC(=N1)I)[C@@H]1O[C@@H]([C@H](C1)O[Si](C)(C)C(C)(C)C)CO[Si](C)(C)C(C)(C)C 6-amino-9-{(2R,4S,5R)-4-(tert-butyldimethylsilyloxy)-5-[(tert-butyldimethylsilyloxy)methyl]tetrahydrofuran-2-yl}-2-iodo-9H-Purine